(5-amino-1-{6-[(2,6-difluorophenyl)oxy]-4-methylpyridin-3-yl}pyrazol-4-yl)[6-(azetidin-2-ylmethyl)-5,6,7,8-tetrahydro-1H-pyrrolo[2,3-g]isoquinolin-2-yl]methanone NC1=C(C=NN1C=1C=NC(=CC1C)OC1=C(C=CC=C1F)F)C(=O)C1=CC=2C(=CC=3CCN(CC3C2)CC2NCC2)N1